[N+](=O)([O-])C1=CC=C([C@@H]2CO2)C=C1 (R)-4-Nitrostyrene oxide